O=C1C=2N(C3=CC=CC=C3C1=O)C=C(N2)C(=O)OCC Ethyl 4,5-dioxo-4,5-dihydroimidazo[1,2-a]quinolin-2-carboxylate